methyl (2-chlorophenyl) ((R)-2-(4-cyano-3-fluorophenoxy) heneicosyl) phosphate P(=O)(OC)(OC1=C(C=CC=C1)Cl)OC[C@@H](CCCCCCCCCCCCCCCCCCC)OC1=CC(=C(C=C1)C#N)F